BrC1=CC=CC(=N1)OCC=1C(=NC(=CC1)Cl)OC(F)F 3-(((6-bromopyridin-2-yl)oxy)methyl)-6-chloro-2-(difluoromethoxy)pyridine